O=C1CC(C(CC1=O)=O)=O 2,3,5,6-tetraketocyclohexane